ClC1=NC=C(C(=C1)C1=C(C=NC(=C1)C)C(=O)NC=1SC2=C(N1)CN(C2)C(=O)C2=CN=CN2C)OC 2'-Chloro-5'-methoxy-6-methyl-N-(5-(1-methyl-1H-imidazole-5-carbonyl)-5,6-dihydro-4H-pyrrolo[3,4-d]thiazol-2-yl)-[4,4'-bipyridine]-3-carboxamide